ClC1=C(C=C(C(=C1)F)N1C(NC(=CC1=O)C(F)(F)F)=O)C1=NOC(C1)(C(=O)OC)C Methyl 3-(2-chloro-5-(2,6-dioxo-4-trifluoromethyl-3,6-dihydropyrimidin-1(2H)-yl)-4-fluorophenyl)-5-methyl-4,5-dihydroisoxazole-5-carboxylate